(4R)-N-(3-bromo-2-methyl-phenyl)-4-[(2R)-2-(hydroxymethyl)pyrrolidin-1-yl]-4,5,6,7-tetrahydropyrazolo[1,5-a]pyridine-2-carboxamide BrC=1C(=C(C=CC1)NC(=O)C1=NN2C([C@@H](CCC2)N2[C@H](CCC2)CO)=C1)C